C(C)(C)(C)C1=CC=2C(C3=CC=C(C=C3NC2C=C1)OCC)(C)C 2-(tert-butyl)-6-ethoxy-9,9-dimethyl-9,10-dihydroacridine